3-hydroxy-5-methyl-1-(2,2,2-trifluoroethyl)-3-(3,4,5-trimethoxybenzyl)indolin-2-one OC1(C(N(C2=CC=C(C=C12)C)CC(F)(F)F)=O)CC1=CC(=C(C(=C1)OC)OC)OC